1-{2-methyl-4-(1-methyl-1H-indazol-5-yl)-5-[2-(4-methylpiperazin-1-yl)-7H-purin-8-yl]-1H-pyrrol-3-yl}ethan-1-one CC=1NC(=C(C1C(C)=O)C=1C=C2C=NN(C2=CC1)C)C1=NC2=NC(=NC=C2N1)N1CCN(CC1)C